1-(5-fluoro-2-hydroxy-phenyl)-ethanone FC=1C=CC(=C(C1)C(C)=O)O